5-Chloro-1,2-oxazole-3-carboxylic acid ethyl ester C(C)OC(=O)C1=NOC(=C1)Cl